10-Cyclopropyl-1-(9H-fluoren-9-yl)-3,6-dioxo-2,9-dioxa-4,7-diazaundecane-11-oic acid C1(CC1)C(OCNC(CNC(OCC1C2=CC=CC=C2C=2C=CC=CC12)=O)=O)C(=O)O